iso-propanol C(C)(C)O